((1-Ethyl-1H-imidazol-5-yl)methyl)-2-((3-phenoxypyrrolidin-1-yl)methyl)-1H-benzo[d]imidazole-6-carboxylic acid C(C)N1C=NC=C1CN1C(=NC2=C1C=C(C=C2)C(=O)O)CN2CC(CC2)OC2=CC=CC=C2